C(C)(C)N1CC2=CC=C(C=C2C1)C=1N=NNC1 4-(2-isopropylisoindolin-5-yl)-1H-1,2,3-triazol